citric acid calcium [Ca].C(CC(O)(C(=O)O)CC(=O)O)(=O)O